2-naphthyl (phenethyl) sulfide C(CC1=CC=CC=C1)SC1=CC2=CC=CC=C2C=C1